N-[9-[(2R,3R,4S,5S)-3,4-dihydroxy-5-(hydroxymethyl)-5-(triisopropylsilyloxymethyl)-tetrahydrofuran-2-yl]-6-oxo-1H-purin-2-yl]-2-methyl-propionamide O[C@H]1[C@@H](O[C@]([C@H]1O)(CO[Si](C(C)C)(C(C)C)C(C)C)CO)N1C=2N=C(NC(C2N=C1)=O)NC(C(C)C)=O